C1(=CC=CC=C1)C=1N=C(OC1C1=CC=CC=C1)CCC(C([Se]C1=CC=CC=C1)[Se]C1=CC=CC=C1)=O 4-(4,5-Diphenyloxazol-2-yl)-1,1-bis(phenylselanyl)butan-2-one